2-[(3R)-4-(cyclopropylcarbonyl)-3-methylpiperazin-1-yl]-4-(1-methyl-1H-pyrazol-4-yl)pyrimidine-5-carbonitrile C1(CC1)C(=O)N1[C@@H](CN(CC1)C1=NC=C(C(=N1)C=1C=NN(C1)C)C#N)C